COC1=C(C(=O)N=[N+]=[N-])C=CC(=C1)C1=NN(C=N1)C1=CC=C(C=C1)OC(F)(F)F 2-methoxy-4-(1-(4-(trifluoromethoxy)phenyl)-1H-1,2,4-triazol-3-yl)benzoyl azide